NC1=NNC2=CC=C(C=C12)C1=C2C(=NC=C1)NC(=C2)C(=O)NCCC2=CC=CC=C2 4-(3-Amino-1H-indazol-5-yl)-N-phenethyl-1H-pyrrolo[2,3-b]pyridine-2-carboxamide